N1C(CCNCC1)=O 1,5-diazepan-2-one